O=C([C@H](O)[C@@H](O)[C@H](O)CO)[O-].[Mg+2].O=C([C@H](O)[C@@H](O)[C@H](O)CO)[O-] magnesium xylonate